palmitic acid-16,16,16-d3 C(CCCCCCCCCCCCCCC([2H])([2H])[2H])(=O)O